N1C(COCC1)C(=O)N Morpholine-3-carboxamide